[2-methyl-4-[[3-[3-(trifluoromethyl)-1H-pyrazol-4-yl]imidazo[1,2-a]pyrazin-8-yl]amino]phenyl]-[4-[rac-(3R,5R)-5-hydroxypiperidine-3-carbonyl]piperazin-1-yl]methanone hydrochloride Cl.CC1=C(C=CC(=C1)NC=1C=2N(C=CN1)C(=CN2)C=2C(=NNC2)C(F)(F)F)C(=O)N2CCN(CC2)C(=O)[C@H]2CNC[C@@H](C2)O |r|